O1COC=2C=NC(=CC21)C=O 1,3-dioxolo[4,5-c]pyridine-6-carboxaldehyde